OB1OC2=C(C[C@@H]1NC(C(C1=CC=C(C=C1)P(=O)(O)O)NC(=O)[C@H]1NC(CC1)=O)=O)C=CC=C2C(=O)O (3R)-2-hydroxy-3-(2-((S)-5-oxopyrrolidine-2-carboxamido)-2-(4-phosphonophenyl)acetamido)-3,4-dihydro-2H-benzo[e][1,2]oxaborinine-8-carboxylic acid